1-(4-chlorophenyl)-4,4-dimethyl-3-(1,2,4-triazol-1-ylmethyl)pentan-3-ol Tert-butyl-(2S,4S)-4-cyano-2-(3-(3-phenylpropyl)-1,2,4-oxadiazol-5-yl)pyrrolidine-1-carboxylate C(C)(C)(C)[C@]1(N(C[C@H](C1)C#N)C(=O)OC(CCC1=CC=C(C=C1)Cl)(C(C)(C)C)CN1N=CN=C1)C1=NC(=NO1)CCCC1=CC=CC=C1